NC(C[C@H](C(=O)N[C@H](CCC(=O)O[C@@]1(C(OCC=2C(N3CC=4C(=NC=5C=CC(=CC5C4CC)O)C3=CC21)=O)=O)CC)C)NC(CCCCCCCCCCCCC)=O)=O (S)-4,11-diethyl-9-hydroxy-3,14-dioxo-3,4,12,14-tetrahydro-1H-pyrano[3',4':6,7]indolizino[1,2-b]quinolin-4-yl (S)-4-((R)-4-amino-4-oxo-2-tetradecanamidobutanamido)pentanoate